N[C@H](C(=O)NCCC1C(N(C2=CC=C(C=C12)C#N)C1CCN(CC1)C1CCC(CC1)=C(C)C)=O)CCCNC(=N)N (2S)-2-amino-N-(2-(5-cyano-2-oxo-1-(1-(4-(propan-2-ylidene)cyclohexyl)piperidin-4-yl)indolin-3-yl)ethyl)-5-guanidinopentanamide